C(C)(C)(C)OC(=O)N1C=CC2=CC(=CC=C12)O[C@@H]1C[C@@H](C1)C=1C=NC(=CC1)C(F)(F)F 5-[cis-3-[6-(trifluoromethyl)pyridin-3-yl]cyclobutoxy]indole-1-carboxylic acid tert-butyl ester